(E)-3-(4-((E)-1-(6-fluoro-1H-indazol-5-yl)-2-phenylbut-1-en-1-yl)phenyl)acrylic acid FC1=C(C=C2C=NNC2=C1)\C(=C(/CC)\C1=CC=CC=C1)\C1=CC=C(C=C1)/C=C/C(=O)O